[4-[3-chloro-4-(pyridin-2-ylmethoxy)anilino]-3-cyano-7-ethoxyquinolin-6-yl]-4-(dimethylamino)but-2-enamide ClC=1C=C(NC2=C(C=NC3=CC(=C(C=C23)C(C(=O)N)=CCN(C)C)OCC)C#N)C=CC1OCC1=NC=CC=C1